C(C)(C)(C)N1CCC(CC1)N1N=CC(=C1)CO tert-butyl-4-(4-(hydroxymethyl)-1H-pyrazol-1-yl)piperidine